aminonorbornene NC12C=CC(CC1)C2